racemic-methyl 4-((5S*-6S*)-6-hydroxyspiro[2.5]octan-5-yl)benzoate Methyl-4-(6-oxospiro[2.5]octan-5-yl)benzoate COC(C1=CC=C(C=C1)C1CC2(CC2)CCC1=O)=O.O[C@@H]1[C@@H](CC2(CC2)CC1)C1=CC=C(C(=O)OC)C=C1 |r|